tert-butyl 6-hydroxy-1-methyl-3,8-diazabicyclo[3.2.1]octane-8-carboxylate OC1C2CNCC(C1)(N2C(=O)OC(C)(C)C)C